C(C)(C)OC(=O)NC12CCC(CC1)(CC2)C(=O)OC methyl 4-(isopropoxycarbonylamino)bicyclo[2.2.2]octane-1-carboxylate